COC=1C=C(C=CC1OC)OB(O)O 3,4-dimethoxyphenylboric acid